dibenzyltriazole C(C1=CC=CC=C1)C1=C(N=NN1)CC1=CC=CC=C1